C(C)(C)(C)N1N=CC(=N1)C(=O)NC1=CC(=C(C=C1)C)C=1C=C(C=2N(C1)C=CN2)N2CCOCC2 2-(Tert-butyl)-N-(4-methyl-3-(8-morpholinoimidazo[1,2-a]pyridin-6-yl)phenyl)-2H-1,2,3-triazole-4-carboxamide